2-((6S,8aS)-hexahydro-1H-pyrrolo[2,1-c][1,4]oxazin-6-yl)ethan-1-ol C1OCCN2[C@H]1CC[C@H]2CCO